Bis(1,2,2,6,6-pentamethyl-4-piperidyl)-n-butyl-3,5-di-tert-butyl-4-hydroxybenzylmalonat CN1C(CC(CC1(C)C)C(C1=CC(=C(C(=C1)C(C)(C)C)O)C(C)(C)C)(C(C(=O)[O-])(C(=O)[O-])CCCC)C1CC(N(C(C1)(C)C)C)(C)C)(C)C